3-[({4'-cyano-[1,1'-biphenyl]-4-yl}oxy)methyl]-N-(ethanesulfonyl)-1-(4-methoxybenzoyl)pyrrolidine-3-carboxamide C(#N)C1=CC=C(C=C1)C1=CC=C(C=C1)OCC1(CN(CC1)C(C1=CC=C(C=C1)OC)=O)C(=O)NS(=O)(=O)CC